C(C1=CC=CC=C1)OC=1C=C(C(=CC1OCC1=CC=CC=C1)[N+](=O)[O-])C(=C)[N+](=O)[O-] (3,4-dibenzyloxy-6-nitrophenyl)nitroethylene